O1C(=CC=C1)C1=CC=C(CNC(=O)C2CN(CC(N2)C)C(=O)OC(C)(C)C)C=C1 tert-butyl 3-((4-(furan-2-yl)benzyl)carbamoyl)-5-methylpiperazine-1-carboxylate